4-[(2R)-3-(3,4-dihydro-1H-isoquinolin-2-yl)-2-hydroxy-propyl]-8-[(3-fluoropyrrolidin-1-yl)methyl]-2,3-dihydro-1,4-benzoxazepin-5-one C1N(CCC2=CC=CC=C12)C[C@H](CN1CCOC2=C(C1=O)C=CC(=C2)CN2CC(CC2)F)O